quinazoline-2,4(1h,3h)-dione dihydrate O.O.N1C(NC(C2=CC=CC=C12)=O)=O